FC1=CC=C(C=C1)[C@H]1[C@](C[C@@]23N1C([C@@](N(C2=O)C)(SS3)C)=O)(C(=O)OC(C)(C)C)C |r| tert-Butyl Rac-(3S,6S,7S,8aS)-6-(4-fluorophenyl)-2,3,7-trimethyl-1,4-dioxohexahydro-6H-3,8a-epidithiopyrrolo[1,2-a]pyrazine-7-carboxylate